CC1=NN(C(=C1)C)C=1C=C(C=CC1)[C@H](CC(=O)OC)CN1CC2=CC(=CC=C2CC1)CNC1=NC=2NCCCC2C=C1 methyl (S)-3-(3-(3,5-dimethyl-1H-pyrazol-1-yl)phenyl)-4-(7-(((5,6,7,8-tetrahydro-1,8-naphthyridin-2-yl)amino)methyl)-3,4-dihydroisoquinolin-2(1H)-yl)butanoate